tellurium Indium sulfide [In]=S.[Te]